2-((2S)-1-Acryloyl-4-(7-(3,4-dihydroquinolin-1(2H)-yl)-2-((1-(2-methoxyethyl)piperidin-4-yl)amino)-5,6,7,8-tetrahydroquinazolin-4-yl)piperazin-2-yl)acetonitrile C(C=C)(=O)N1[C@H](CN(CC1)C1=NC(=NC=2CC(CCC12)N1CCCC2=CC=CC=C12)NC1CCN(CC1)CCOC)CC#N